1-butyl 5-(3-nitrophenyl)-3,4-dihydropyridine-1(2H)-carboxylate [N+](=O)([O-])C=1C=C(C=CC1)C=1CCCN(C1)C(=O)OCCCC